C(#N)CC(=O)N1C[C@@H]([C@@H](CC1)C)N(C=1C2=C(N=CN1)N(C=C2)C(=O)N[C@@H](CCCCN)C(=O)OC)C methyl (4-(((3R,4R)-1-(2-cyanoacetyl)-4-methylpiperidin-3-yl)(methyl)amino)-7H-pyrrolo[2,3-d]pyrimidine-7-carbonyl)-L-lysinate